8-(4-chloro-2-fluorophenyl)-2,3-dimethyl-6-[(2r,4r)-2-(1-methyl-1H-pyrazol-4-yl)oxetan-4-yl]-3H,4H-pyrimido[5,4-d][1,3]diazin-4-one ClC1=CC(=C(C=C1)C1=NC(=NC2=C1N=C(N(C2=O)C)C)[C@H]2C[C@@H](O2)C=2C=NN(C2)C)F